OC=1C=C(C=C(C1O)O)CCO 3,4,5-trihydroxybenzeneethanol